N-(1-cyclopropylethyl)-5-(5-(3,5-dichlorophenyl)-5-(trifluoromethyl)-4,5-dihydroisoxazol-3-yl)-3-methyl-5,6-dihydro-4H-thieno[2,3-c]pyrrole-2-carboxamide C1(CC1)C(C)NC(=O)C1=C(C2=C(CN(C2)C2=NOC(C2)(C(F)(F)F)C2=CC(=CC(=C2)Cl)Cl)S1)C